(2R,3S,5R)-4-[[3-(3,4-Difluoro-2-methoxy-phenyl)-5-ethyl-5-(trifluoromethyl)tetrahydrofuran-2-carbonyl]amino]pyridin-2-carboxamid FC=1C(=C(C=CC1F)[C@H]1[C@@H](O[C@](C1)(C(F)(F)F)CC)C(=O)NC1=CC(=NC=C1)C(=O)N)OC